FC1(CCN(CC1)C(=S)C=1C=CC(=NC1)C=1C=C(C2=C(C=C(O2)CNC(OC(C)(C)C)=O)C1)C(F)(F)F)F tert-Butyl (5-(5-(4,4-difluoropiperidine-1-carbonothioyl)pyridin-2-yl)-7-(trifluoromethyl)benzofuran-2-yl)methylcarbamate